(2S,5R)-5-(naphthalen-1-yl)pyrrolidine-2-carboxylic acid C1(=CC=CC2=CC=CC=C12)[C@H]1CC[C@H](N1)C(=O)O